(2S,3S)-ethyl 3-((2-(2-chloro-5H-pyrrolo[2,3-b]pyrazin-7-yl)-7-methyl-7H-pyrrolo[2,3-d]pyrimidin-4-yl)amino)bicyclo[2.2.2]octane-2-carboxylate ClC=1N=C2C(=NC1)NC=C2C=2N=C(C1=C(N2)N(C=C1)C)N[C@@H]1[C@H](C2CCC1CC2)C(=O)OCC